C(C)(C)OC1=CC=C(C=C1)C(NC1CCC(CC1)C)C1=CC=CC=C1 N-((4-isopropoxyphenyl)(phenyl)methyl)-4-methylcyclohexanamine